O1CCN(CC1)CC1N(CCCC1)C1=C(N)C=CC=C1 2-[2-(morpholinomethyl)-1-piperidyl]aniline